Cl[Si](C1=CC=CC=C1)(C1=CC=CC=C1)C(C)(C)C chloro(2-methylprop-2-yl)diphenylsilane